(trifluoromethyl)-α-methylstyrene FC(F)(F)C=C(C1=CC=CC=C1)C